2-((5-methyl-6-oxo-5,6-dihydropyrido[2,3-b]pyrazin-3-yl)oxy)acetaldehyde CN1C(C=CC=2C1=NC(=CN2)OCC=O)=O